ClC=1C(=NC(=NC1)N[C@H]1CNCC1)NC1=C(C=CC=C1)S(=O)(=O)C(C)C (R)-5-chloro-N4-(2-(isopropylsulfonyl)phenyl)-N2-(pyrrolidin-3-yl)pyrimidine-2,4-Diamine